C(#N)C1=CC=C(C=C1)N1C(=CC2=NC=C(C=C21)CC(=O)OCC)C Ethyl [1-(4-Cyano-phenyl)-2-methyl-1H-pyrrolo[3,2-b]pyridin-6-yl]acetate